C(C)(C)C=1C=C(C=C(C1)C(C)C)Br 3,5-diisopropyl-bromobenzene